C(C)(C)OC1=CC(C2CCC1C2)=O 4-isopropoxybicyclo[3.2.1]-3-octen-2-one